C(C(C)(C)C)(=O)OC(C)OC(C)=O 1-acetoxyethyl pivalate